4-(((1R,2S)-2-hydroxycycloheptyl)amino)-3-methoxy-N-(5-(5-methyl-1H-pyrazol-1-yl)-1,3,4-thiadiazol-2-yl)-2-oxo-2H-pyran-6-carboxamide O[C@@H]1[C@@H](CCCCC1)NC1=C(C(OC(=C1)C(=O)NC=1SC(=NN1)N1N=CC=C1C)=O)OC